5-Amino-1-isopropyl-3-[6-[2-[[3-(2,4-dichlorophenyl)isoxazol-5-yl]amino]-1-methyl-2-oxoethyl]-3-pyridyl]pyrazole-4-carboxamide NC1=C(C(=NN1C(C)C)C=1C=NC(=CC1)C(C(=O)NC1=CC(=NO1)C1=C(C=C(C=C1)Cl)Cl)C)C(=O)N